2-((3-chloro-4-((7-(3,4-dimethoxyphenyl)benzo[d]Isothiazol-3-yl)amino)benzyl)amino)ethan-1-ol ClC=1C=C(CNCCO)C=CC1NC1=NSC2=C1C=CC=C2C2=CC(=C(C=C2)OC)OC